bis[2-methyl-4-(3-laurylthiopropionyloxy)-5-t-butylphenyl] sulfide CC1=C(C=C(C(=C1)OC(CCCCCCCCCCCCCC)=S)C(C)(C)C)SC1=C(C=C(C(=C1)C(C)(C)C)OC(CCCCCCCCCCCCCC)=S)C